C(C)(C)(C)OC(=O)N1C[C@@H](NCC1)COC1=C2C(NC(N(C2=CC(=C1)Br)C1=C(C=CC=C1)C(C)C)=O)=O (R)-3-(((7-bromo-1-(2-isopropylphenyl)-2,4-dioxo-1,2,3,4-tetrahydroquinazolin-5-yl)oxy)methyl)piperazine-1-carboxylic acid tert-butyl ester